C(C)(C)(C)OC(=O)N[C@H](C(=O)O)C1C(C1)(C)C (2S)-2-(tert-butoxycarbonyl-amino)-2-(2,2-dimethylcyclopropyl)acetic acid